O1N=CC(=C1)C=1C=C(C=CC1)[C@H](C(=O)N[C@@H]([C@H]1CNC2=C(N1)N=CC=C2)C2=CC=CC=C2)C (R)-2-(3-(isoxazol-4-yl)phenyl)-N-((R)-phenyl((R)-1,2,3,4-tetrahydropyrido[2,3-b]pyrazin-3-yl)methyl)propanamide